C(C)(C)(C)C1=CC=C(C=C1)C1=NN=C2SCCCN21 3-(4-(tert-butyl)phenyl)-6,7-dihydro-5H-[1,2,4]triazolo[3,4-b][1,3]thiazine